3-aminopentane-1,2,4,5-tetrol NC(C(CO)O)C(CO)O